N#C[NH-].[Ca+2].N#C[NH-] calcium cyanamide salt